C[C@]12CC(C[C@](CCC1)(N2)C)N(C2=CC=C(N=N2)C2=CC(=C(C=C2O)/C=C/C(=O)NC)F)C (E)-3-(4-(6-(((1R,3s,5S)-1,5-dimethyl-9-azabicyclo[3.3.1]nonan-3-yl)(methyl)amino)pyridazin-3-yl)-2-fluoro-5-hydroxyphenyl)-N-methylacrylamide